FC1=C(C=C(C(=C1)N1C[C@H](N([C@H](C1)C)C)C)NC(=O)C1=CNC(C=C1C(F)(F)F)=O)C1=CCCN(C1)C(=O)OC1(CCC1)C |r| (1-methylcyclobutyl) 5-[2-fluoro-5-[[6-oxo-4-(trifluoromethyl)-1H-pyridine-3-carbonyl]amino]-4-[rac-(3R,5S)-3,4,5-trimethylpiperazin-1-yl]phenyl]-3,6-dihydro-2H-pyridine-1-carboxylate